N-[2-[4-[6-[2-hydroxy-6-methyl-4-(trifluoromethyl)phenyl]pyridazin-3-yl]morpholin-2-yl]ethyl]acetamide OC1=C(C(=CC(=C1)C(F)(F)F)C)C1=CC=C(N=N1)N1CC(OCC1)CCNC(C)=O